Cl.N[C@H](C(=O)N1[C@@H](C[C@@H](C1)F)C#N)C(C)(C)S(=O)(=O)CC1=CC=C(C=C1)OC (2S,4S)-1-((2R)-2-Amino-3-[(4-methoxybenzyl)sulfonyl]-3-methylbutanoyl)-4-fluoropyrrolidine-2-carbonitrile hydrochloride